ClC=1SC(=CN1)N1N=CC(=C1)CC(=O)NC1=NNC(=C1)C1CC1 2-(1-(2-chlorothiazol-5-yl)-1H-pyrazol-4-yl)-N-(5-cyclopropyl-1H-pyrazol-3-yl)acetamide